BrCC1=C(C(N=C(N1)C=1SC=CN1)C1=C(C(=CC=C1)F)Cl)C(=O)OC methyl 6-(bromomethyl)-4-(2-chloro-3-fluorophenyl)-2-(thiazol-2-yl)-1,4-dihydropyrimidine-5-carboxylate